C(C)(=O)O[C@@H](CC)[C@H]1O[C@H]([C@@H](C1)OC(C)=O)N1C=2N=C(NC(C2N(C1=O)CCOC(C)=O)=O)NC(C)=O (S)-1-((2S,4R,5R)-5-(2-Acetamido-7-(2-acetoxyethyl)-6,8-dioxo-1,6,7,8-tetrahydro-9H-purin-9-yl)-4-acetoxytetrahydrofuran-2-yl)propyl acetate